[Al].[Al].[Al].[Ti] titanium trialuminum